COCCCCCCCCCCCC=O 12-methoxydodecanal